lithium 3-(9,9-dimethylacridin-10(9H)-yl)carbazole CC1(C2=CC=CC=C2N(C=2C=CC=CC12)C=1C=CC=2NC3=CC=CC=C3C2C1)C.[Li]